C(C)(C)(C)OC(N[C@@H]1C(NC2=C(SC1)C=CC=C2)=O)=O (R)-(4-oxo-2,3,4,5-tetrahydrobenzo[b][1,4]thiazepin-3-yl)carbamic acid tert-butyl ester